ClC1=C(C=C(C=C1)N1CCNCC1)N1C(NC(CC1)=O)=O 1-(2-chloro-5-(piperazin-1-yl)phenyl)dihydropyrimidine-2,4(1H,3H)-dione